3,4-dihydro-2H-pyrrole 1-oxide [N+]=1(CCCC1)[O-]